FC(C(=O)O)(F)F.ClC1=CC=C(C=C1)C1=NN2C(CNCC2)=C1C1=C2C(=NC=C1)NC=C2C 2-(4-chlorophenyl)-3-(3-methyl-1H-pyrrolo[2,3-b]pyridin-4-yl)-4,5,6,7-tetrahydropyrazolo[1,5-a]pyrazine trifluoroacetate